3-fluoro-3-formylazetidine FC1(CNC1)C=O